tert-butyl (3S)-4-(7-bromo-2,6-dichloro-quinazolin-4-yl)-3-methylpiperazine-1-carboxylate BrC1=C(C=C2C(=NC(=NC2=C1)Cl)N1[C@H](CN(CC1)C(=O)OC(C)(C)C)C)Cl